8-bromo-6-phenylnaphtho[2,1-b]benzofuran BrC1=CC=CC=2C3=C(OC21)C(=CC=2C=CC=CC23)C2=CC=CC=C2